(2S,3S)-3-methyl-2-[(3S)-3-methyl-4-(4-nitrobenzene-1-sulfonyl)-2-oxopiperazin-1-yl]pentanoic acid methyl ester COC([C@H]([C@H](CC)C)N1C([C@@H](N(CC1)S(=O)(=O)C1=CC=C(C=C1)[N+](=O)[O-])C)=O)=O